CC1=CN=C(S1)[C@H](C)N (S)-1-(5-Methylthiazol-2-yl)ethan-1-amine